heptadecan-9-yl 8-((2-((tert-butyldimethylsilyl)oxy) tetradecyl) (3-((4-methoxyphenyl)diphenyl-methoxy)propyl)amino)octanoate [Si](C)(C)(C(C)(C)C)OC(CN(CCCCCCCC(=O)OC(CCCCCCCC)CCCCCCCC)CCCOC(C1=CC=CC=C1)(C1=CC=CC=C1)C1=CC=C(C=C1)OC)CCCCCCCCCCCC